1-(1-((1H-indol-3-yl)methyl)-6,7-dimethoxy-3,4-di-hydroisoquinoline-2(1H)-yl)-2-(methanesulfonyl)ethane-1-one N1C=C(C2=CC=CC=C12)CC1N(CCC2=CC(=C(C=C12)OC)OC)C(CS(=O)(=O)C)=O